FC1=C(C=CC(=C1)F)N1C(NC(C1(C)C)=O)=O 1-(2,4-Difluorophenyl)-5,5-dimethylimidazolidine-2,4-dione